6-chloro-5-(3-fluoro-4-((4-methylpyrimidin-2-yl)oxy)phenyl)pyrimidin-4-amine ClC1=C(C(=NC=N1)N)C1=CC(=C(C=C1)OC1=NC=CC(=N1)C)F